2-((4-(chloromethyl)-1H-1,2,3-triazol-1-yl)methyl)-6-cyclopropylimidazo[1,2-a]pyridine ClCC=1N=NN(C1)CC=1N=C2N(C=C(C=C2)C2CC2)C1